7-iodo-1-(isoquinolin-6-yl)-2-oxo-1,2-dihydroquinoline-3-carboxylate IC1=CC=C2C=C(C(N(C2=C1)C=1C=C2C=CN=CC2=CC1)=O)C(=O)[O-]